C(C)OC1=CC=C(C=N1)C1=CN(C2=CC(=CC=C12)NC(C1=CC(=C(C=C1)C)NC1=NC=CC(=N1)C=1C=C(C=CC1)C)=O)C N-(3-(6-Ethoxypyridin-3-yl)-1-methyl-1H-indol-6-yl)-4-methyl-3-((4-(m-tolyl)pyrimidin-2-yl)amino)benzamide